BrC1=CC=CC(=N1)SC[C@H]1N(C[C@@H](C1)F)C(=O)OC(C)(C)C tert-Butyl (2S,4R)-2-(((6-bromopyridin-2-yl)thio)methyl)-4-fluoropyrrolidine-1-carboxylate